4-(5-methyl-7H-pyrrolo[2,3-d]pyrimidin-4-yl)-N-(phenyl((S)-pyrrolidin-2-yl)methyl)-3,4-dihydro-2H-1,4-thiazine-6-carboxamide CC1=CNC=2N=CN=C(C21)N2CCSC(=C2)C(=O)NC([C@H]2NCCC2)C2=CC=CC=C2